C1(=CC=CC=C1)B(OC(C)C)C1=CC=CC=C1 diphenyl-(isopropoxy)borane